(1-methylpiperidin-4-yl)methyl 4-[6-(1-methyl-1H-pyrazol-4-yl)pyrazolo[1,5-a]pyridin-3-yl]piperazine-1-carboxylate CN1N=CC(=C1)C=1C=CC=2N(C1)N=CC2N2CCN(CC2)C(=O)OCC2CCN(CC2)C